(1R,4aS,10aR)-6-[(tert-butyldimethylsilyl)oxy]-1,4a-dimethyl-2,3,4,9,10,10a-hexahydrophenanthrene-1-carboxylic acid [Si](C)(C)(C(C)(C)C)OC=1C=C2[C@]3(CCC[C@]([C@@H]3CCC2=CC1)(C(=O)O)C)C